6'-(benzyloxy)-2,3,3',4'-tetrahydro-1'H-spiro[indene-1,2'-naphthalen]-1'-one C(C1=CC=CC=C1)OC=1C=C2CCC3(C(C2=CC1)=O)CCC1=CC=CC=C13